C(#N)C1=C(C(=CC=C1)F)CC(=O)N[C@H](C(=O)O)CCN(CCCCC1=NC=2NCCCC2C=C1)C[C@@H](CF)OC (S)-2-(2-(2-cyano-6-fluorophenyl)acetamido)-4-(((S)-3-fluoro-2-methoxypropyl)(4-(5,6,7,8-tetrahydro-1,8-naphthyridin-2-yl)butyl)amino)butanoic acid